C(C(O)CO)OCC(O)CO diglyceryl ether